C1(CCCC1)OC1(C(C(=O)N)C=C(C=N1)C(C1=CC=CC=C1)F)OC 2-(cyclopentyloxy)-5-(fluorobenzyl)-2-methoxynicotinamide